tert-butyl(3-((2-hydroxyethyl)sulfonyl)propyl)(methyl)carbamate C(C)(C)(C)OC(N(C)CCCS(=O)(=O)CCO)=O